[3-(3,5-di-tert-butyl-4-hydroxyphenyl)]propanoic acid C(C)(C)(C)C=1C=C(C=C(C1O)C(C)(C)C)CCC(=O)O